ClC1=CC=C(C=C1)C=1N=C(NC1)CC1=CC2=CC=CC=C2C=C1 4-(4-chlorophenyl)-2-(2-naphthylmethyl)imidazole